BrCC=1C=C(C=CC1)Cl 3-(bromomethyl)-1-chlorobenzene